FC=1C=C(C=CC1F)C=1CCN(CC1)C(=O)OC(C)(C)C tert-butyl 4-(3,4-difluorophenyl)-3,6-dihydro-2H-pyridine-1-carboxylate